C(C)O[Si]1(N(CCC1)CCCC[Si](OCC)(C)C)C 2-ethoxy-2-methyl-1-(4-dimethylethoxysilylbutyl)-1-aza-2-silacyclopentane